n-heptyliodide C(CCCCCC)I